COC1=CC=C(CN(S(=O)(=O)C2=CC=C(C=C2)NC2=NC=C(C=C2)C(F)(F)F)C)C=C1 N-(4-methoxybenzyl)-N-Methyl-4-((5-(trifluoromethyl)pyridin-2-yl)amino)benzenesulfonamide